2-Chloro-5-methyl-pyridin-4-amin ClC1=NC=C(C(=C1)N)C